ClC1=C(C=CC=N1)C 6-chloro-5-methylpyridin